COC1=C(C(=CC=C1)OC)NC(CNC(OC(C)(C)C)=O)=S tert-Butyl {2-[(2,6-dimethoxyphenyl)amino]-2-thioxoethyl}carbamate